4-((4-(5-(2-aminopyrimidin-4-yl)-4-(2-fluoro-3-(propylsulfonamido)phenyl)thiazol-2-yl)piperidin-1-yl)methyl)-N-(2,6-dioxopiperidin-3-yl)benzamide NC1=NC=CC(=N1)C1=C(N=C(S1)C1CCN(CC1)CC1=CC=C(C(=O)NC2C(NC(CC2)=O)=O)C=C1)C1=C(C(=CC=C1)NS(=O)(=O)CCC)F